ethyl-5-fluoro-3-(2-formylphenyl)-1H-indole-2-carboxylate C(C)OC(=O)C=1NC2=CC=C(C=C2C1C1=C(C=CC=C1)C=O)F